ClC1=C(C(=O)NCC2=NOC(C2)C(=O)N[C@@H](CC(C)C)B2O[C@@]3([C@H](O2)C[C@H]2C([C@@H]3C2)(C)C)C)C=C(C=C1)Cl 3-((2,5-dichlorobenzamido)methyl)-N-((R)-3-methyl-1-((3aS,4S,6S,7aR)-3a,5,5-trimethylhexahydro-4,6-methanobenzo[d][1,3,2]dioxaborol-2-yl)butyl)-4,5-dihydroisoxazole-5-carboxamide